C1(CC1)CCC1=CC=C2C=C(C(=C(C2=C1)F)N1CC(NS1(=O)=O)=O)O 5-[7-(2-cyclopropylethyl)-1-fluoro-3-hydroxynaphthalen-2-yl]-1λ6,2,5-thiadiazolidine-1,1,3-trione